N'-{(4-benzyl-1,4,7-triazecane-1,7-diyl)bis[methylene(2-hydroxy-5-methyl-3,1-phenylene)]}bis[3-hydroxy-2-(hydroxymethyl)propanamide] C(C1=CC=CC=C1)N1CCN(CCCN(CC1)CC=1C(=C(C=C(C1)C)C(C(=O)N)(CO)CO)O)CC=1C(=C(C=C(C1)C)C(C(=O)N)(CO)CO)O